N-Isobutylimidodisulfuric acid disodium salt [Na+].[Na+].C(C(C)C)N(S(=O)(=O)[O-])S(=O)(=O)[O-]